CN(CCCNC(O[C@@H]1CC[C@H](CC1)C(N(C[C@@H]1CC[C@H](CC1)C1=CC(=C(C=C1)OC)C)C1=CC(=CC=C1)C=1C=NN(C1)C1CC1)=O)=O)C trans-4-((3-(1-Cyclopropyl-1H-pyrazol-4-yl)phenyl) ((trans-4-(4-methoxy-3-methylphenyl)-cyclohexyl)-methyl)carbamoyl)cyclohexyl (3-(dimethylamino)-propyl)carbamate